[N+](=O)([O-])C1=CC=C(C=C1)[N+](=O)[O-] 1,4-bis-nitrobenzene